C(C)(=O)C=1C=C(OC2=CC=C(OC3CN(C3)C=3C(=C(C(=O)OC)C=CC3)N3C=CC=C3)C=C2)C=CC1 Methyl 3-(3-(4-(3-acetylphenoxy)phenoxy)azetidin-1-yl)-2-(1H-pyrrol-1-yl)benzoate